FC(C(=O)N)(C1=CC(=CC=C1)OCCO)F difluoro-2-(3-(2-hydroxyethoxy)phenyl)acetamide